8-fluoro-2-(((2R,7aS)-2-fluorotetrahydro-1H-pyrrolizin-7a(5H)-yl)methoxy)quinazolin-4-amine FC=1C=CC=C2C(=NC(=NC12)OC[C@]12CCCN2C[C@@H](C1)F)N